C(C=1C(C(=O)O)=CC(OC)=C(OC)C1)(=O)O m-hemipinic acid